tert-butyl 7-{6-[(3-bromo-4-carbamoyl-1-{[2-(trimethylsilyl)ethoxy]methyl}-1H-pyrazol-5-yl)amino]pyridin-3-yl}hept-6-ynoate BrC1=NN(C(=C1C(N)=O)NC1=CC=C(C=N1)C#CCCCCC(=O)OC(C)(C)C)COCC[Si](C)(C)C